FC(C=1C=C(C=C(C1)C(F)(F)F)CCNC=1C=CC(=C(C(=O)O)C1)O)(F)F 5-[2-(3,5-bis-trifluoromethyl-phenyl)ethylamino]-2-hydroxy-benzoic acid